CN([C@H](CNC(C[C@@H](C)C1=CC=CC=C1)=O)CC1=CC=C(C=C1)O)C (R)-N-((S)-2-(dimethylamino)-3-(4-hydroxyphenyl)propyl)-3-phenylbutanamide